4,6-dibromo-2-nitropyridin-3-ol BrC1=C(C(=NC(=C1)Br)[N+](=O)[O-])O